(4R,5S,6R)-3-((3S,5S)-5-(Dimethylcarbamoyl)pyrrolidin-3-ylthio)-6-((R)-1-(isopropoxycarbonylamino)ethyl)-4-methyl-7-oxo-1-azabicyclo[3.2.0]hept-2-ene-2-carboxylic acid CN(C(=O)[C@@H]1C[C@@H](CN1)SC1=C(N2C([C@@H]([C@H]2[C@H]1C)[C@@H](C)NC(=O)OC(C)C)=O)C(=O)O)C